tert-butyl-[[4-(2,6-dibenzyloxy-3-pyridinyl)phenyl]methoxy]-dimethylsilane C(C)(C)(C)[Si](C)(C)OCC1=CC=C(C=C1)C=1C(=NC(=CC1)OCC1=CC=CC=C1)OCC1=CC=CC=C1